C(C)(C)OC(=O)OC[C@@H]1[C@H]([C@@H]([C@H]([C@@H](O1)OC1=NN(C(=C1)C)C(C)C)O)O)O 6-O-isopropoxycarbonyl-(β-D-glucopyranosyloxy)-1-isopropyl-5-methylpyrazole